CC=1C=C(C=CC1C(F)(F)F)C=1NC(C=2N(C1)N=C(C2C(F)(F)F)C(=O)OCC)=O ethyl 6-[3-methyl-4-(trifluoromethyl)phenyl]-4-oxo-3-(trifluoromethyl)-4,5-dihydropyrazolo[1,5-a]pyrazine-2-carboxylate